FC(C1=C(C=CC(=C1)C(F)(F)F)CN)(F)F (2,4-bis(trifluoromethyl)phenyl)methanamine